C1(CC1)C=1N=C2N(C=CC(=N2)OC(C)C)C1 2-cyclopropyl-7-isopropoxyimidazo[1,2-a]pyrimidine